COC1=C(C(=O)P(C2=CC=CC=C2)(C2=CC=CC=C2)=O)C(=CC=C1)OC 2,6-dimethoxybenzoyldiphenylphosphine oxide